3,3-di-tert-butyl-benzidine C(C)(C)(C)C1(CC(=CC=C1N)C1=CC=C(N)C=C1)C(C)(C)C